C(C)SC=1C2=C(SC1)C=C(S2)C(F)(F)F 3-(Ethylsulfanyl)-5-(trifluoromethyl)thieno[3,2-b]thiophen